COC=1N=C2C(=CC=NC2=CC1OC)OC1=C(C=C(C=C1)NC(=O)C=1C(C(=C(N(C1C)C)C)C(=O)N(C)C)=O)F 5-N-[4-[(6,7-dimethoxy-1,5-naphthyridin-4-yl)oxy]-3-fluorophenyl]-3-N,3-N,1,2,6-pentamethyl-4-oxopyridine-3,5-dicarboxamide